[Na+].N(=NC(CCC(=O)[O-])(C)C#N)C(CCC(=O)[O-])(C)C#N.[Na+] 4,4'-azobis(4-cyanopentanoic acid) sodium salt